C(C)(C)(C)N(C(O)=O)C(C(=O)N(C)OC)CC=1C=C(C(=C2C=CNC12)Cl)F.C(CCCCCCCCCCCCC)C1=C(SC=C1)C1=CC2=C(S1)C=C(S2)C=2SC=CC2CCCCCCCCCCCCCC 2,5-bis(3-tetradecylthiophen-2-yl)thieno[3,2-b]thiophene tert-butyl-(3-(4-chloro-5-fluoro-1H-indol-7-yl)-1-(methoxy(methyl)amino)-1-oxopropan-2-yl)carbamate